C1(CC1)C(C=CS(=O)(=O)C)NC(=O)C=1C(=NC(=NC1)N(C)C(C)C)OC1=CC=CC=C1 N-(1-cyclopropyl-3-(methylsulfonyl)allyl)-2-(isopropyl-(methyl)amino)-4-phenoxypyrimidine-5-carboxamide